N=1C=NN2C1C=CC=C2 [1,2,4]TRIAZOLO[1,5-A]PYRIDINE